C(C)(C)(C)NC1=CC(=C(C=N1)C1=C(N=C(S1)C(=O)N[C@@H]1[C@H](CC1)O)C(=O)N1[C@H](CCC1)C)C(F)(F)F 5-(6-(tert-butylamino)-4-(trifluoromethyl)pyridin-3-yl)-N-((1S,2S)-2-hydroxycyclobutyl)-4-((S)-2-methylpyrrolidine-1-carbonyl)thiazole-2-carboxamide